Strontium phosphat P(=O)([O-])([O-])[O-].[Sr+2].P(=O)([O-])([O-])[O-].[Sr+2].[Sr+2]